Cl.CC(C(=O)OCC)CC1CCNCC1 Ethyl 2-methyl-3-(piperidin-4-yl)propanoate, hydrochloride